(R)-N'-((4-cyano-2,6-diisopropylphenyl)carbamoyl)-4-(hydroxymethyl)-2-(2-hydroxypropan-2-yl)thiazole-5-sulfonimidamide C(#N)C1=CC(=C(C(=C1)C(C)C)NC(=O)N=[S@](=O)(N)C1=C(N=C(S1)C(C)(C)O)CO)C(C)C